(S)-4-amino-N-methyl-N-(7-(trifluoromethyl)isochroman-4-yl)imidazo[1,5-a]pyrido[3,4-e]pyrazine-8-carboxamide NC=1C=2N(C3=C(N1)C=NC(=C3)C(=O)N([C@@H]3COCC1=CC(=CC=C31)C(F)(F)F)C)C=NC2